C1(CC1)C1=C(N=C2N1N=CC(=C2)OC)C cyclopropyl-7-methoxy-2-methylimidazo[1,2-b]pyridazine